FC=1C=C(C=C(C1N1CCOCC1)C(F)(F)F)C1=NNC(OC1)=O 5-[3-Fluoro-4-(morpholin-4-yl)-5-(trifluoromethyl)phenyl]-3,6-dihydro-2H-1,3,4-oxadiazin-2-one